NC=1C=C2CN(C(C2=CC1N1[C@@H]2CO[C@H](C1)C2)=O)C2CCC(CC2)CO 5-Amino-2-[4-(hydroxymethyl)cyclohexyl]-6-[(1S,4S)-2-oxa-5-azabicyclo[2.2.1]heptan-5-yl]isoindolin-1-one